C1=CC=C(C=C1)C(=O)NCCCC[NH+]=C(N)N The molecule is the conjugate acid of benzoylagmatine arising from protonation of the guanidino group; major species at pH 7.3. It is a conjugate acid of a benzoylagmatine.